C(C)(C)N1N=C(C=C1C1CC(CC1)=O)C=1C=NC(=CC1)C(F)(F)F 3-[2-isopropyl-5-[6-(trifluoromethyl)-3-pyridinyl]pyrazol-3-yl]cyclopentanone